FC1=C(N=C(O1)C=1C=C(N)C=CC1C)C 3-(5-fluoro-4-methyloxazol-2-yl)-4-methylaniline